N,N-bis(2-hydroxyethyl)amide OCC[N-]CCO